N,N',N''-tributylsilanetriamine C(CCC)N[SiH](NCCCC)NCCCC